COC=1C=C2C=CN(C2=CC1)CC(C)N1CCCCC1 5-methoxy-1-(2-(1-piperidinyl)propyl)-1H-indole